3,4-Diphenyl-1-[4-(trifluoromethyl)phenyl]pyrrole-2,5-dione C1(=CC=CC=C1)C=1C(N(C(C1C1=CC=CC=C1)=O)C1=CC=C(C=C1)C(F)(F)F)=O